dispiro[1,3-dioxolane-2,1'-cyclohexane-4',3''-indol]-2''-one N1C(C2(C3=CC=CC=C13)CCC1(CC2)OCCO1)=O